COC1=C(C=CC(=C1)CC)OC(CCC1=C(C=CC=C1)CC)=O 3-(2-ethylphenyl)propionic acid 2-methoxy-4-ethylphenyl ester